3-((5-((3S,4S)-4-amino-3-methyl-2-oxa-8-azaspiro[4.5]decan-8-yl)pyrazin-2-yl)thio)-2-chloro-N-(cyclopentyl-carbamoyl)benzenesulfonamide N[C@@H]1[C@@H](OCC12CCN(CC2)C=2N=CC(=NC2)SC=2C(=C(C=CC2)S(=O)(=O)NC(NC2CCCC2)=O)Cl)C